C(C1=CC=CC=C1)OC1=C(C(=O)OCC2=CC=CC=C2)C=CC(=C1)N(C(=O)[C@@H]1N(CC1)S(=O)(=O)C1=C(C(=C(C(=C1F)F)F)F)F)CC1=CC=C(C=C1)C1CCOCC1 benzyl (R)-2-(benzyloxy)-4-(1-((perfluorophenyl)sulfonyl)-N-(4-(tetrahydro-2H-pyran-4-yl)benzyl)azetidine-2-carboxamido)benzoate